C(=C)OC(CCCC)=O valeric acid vinylester